N-(5-(benzyloxy)-2-bromo-4-methoxyphenyl)-2-methylpropan-2-amine C(C1=CC=CC=C1)OC=1C(=CC(=C(C1)NC(C)(C)C)Br)OC